COC(=O)C1=NN(C(=C1SC#N)N)CC1=CC=C(C=C1)OC 5-amino-1-(4-methoxybenzyl)-4-thiocyanato-1H-pyrazole-3-carboxylic acid methyl ester